ClC1=CC=C2C(=N1)N=C(N2C)C2=C(C=C(C=C2C)C(F)(F)F)O 2-(5-chloro-1-methyl-1H-imidazo[4,5-b]pyridin-2-yl)-3-methyl-5-(trifluoromethyl)phenol